(2S,3R)-2-(6-chloro-4-(3-hydroxycyclobutyl)-1,1-dioxido-3,4-dihydro-2H-benzo[e][1,2,4]thiadiazin-2-yl)-3-(6-fluoro-2,3-dimethylphenyl)butanoic acid ClC=1C=CC2=C(N(CN(S2(=O)=O)[C@H](C(=O)O)[C@H](C)C2=C(C(=CC=C2F)C)C)C2CC(C2)O)C1